O=C1NC(CCC1N1C(N(C2=C1C=CC(=C2)CCC(=O)N2C[C@H](N(CC2)C(=O)OC(C)(C)C)C(=O)OC(C)(C)C)C)=O)=O ditert-butyl (2S)-4-[3-[1-(2,6-dioxo-3-piperidyl)-3-methyl-2-oxo-benzimidazol-5-yl] propanoyl]piperazine-1,2-dicarboxylate